ClC1=CC=C(C=C1)C1(CN(C1)C=1N=C(C2=C(N1)CC[S@]2=O)NC2(CCC2)CO)OC |r| (R/S)-2-(3-(4-chlorophenyl)-3-methoxyazetidin-1-yl)-4-((1-hydroxymethyl-cyclobutyl)amino)-6,7-dihydrothieno[3,2-d]pyrimidine 5-oxide